1-(3-(tert-butyl)-1-phenyl-1H-pyrazol-5-yl)-3-(4-((3-chloro-1H-pyrrolo[2,3-b]pyridin-4-yl)oxy)cyclohexyl)urea C(C)(C)(C)C1=NN(C(=C1)NC(=O)NC1CCC(CC1)OC1=C2C(=NC=C1)NC=C2Cl)C2=CC=CC=C2